ClC1=NC=C(C(=C1)OCC1=NN(C=C1)C)C1=CC=C(C=C1)OC 2-Chloro-5-(4-methoxyphenyl)-4-[(1-methylpyrazol-3-yl)methoxy]pyridine